FC(C1=CC=C(N)C=C1)(F)F p-trifluoromethyl-aniline